2-(6-bromo-8-fluoroimidazo[1,2-a]pyridin-3-yl)-5-(difluoromethyl)-1,3,4-thiadiazole BrC=1C=C(C=2N(C1)C(=CN2)C=2SC(=NN2)C(F)F)F